5-[(1-methyl-1H-pyrazol-5-yl)sulfonylamino]-1,3-thiazole-4-carboxylic acid CN1N=CC=C1S(=O)(=O)NC1=C(N=CS1)C(=O)O